(3',5'-difluoro-4'-(4-oxo-3,5,7,8-tetrahydro-4H-thiopyrano[4,3-d]pyrimidin-2-yl)-[1,1'-biphenyl]-4-yl)boronic acid FC=1C=C(C=C(C1C=1NC(C2=C(N1)CCSC2)=O)F)C2=CC=C(C=C2)B(O)O